(Z)-N'-hydroxy-2-methyl-5-nitrobenzamidine O\N=C(\C1=C(C=CC(=C1)[N+](=O)[O-])C)/N